5-[(1S)-1-methoxyethyl]-1-(pyridin-4-yl)-1H-pyrazol-4-amine CO[C@@H](C)C1=C(C=NN1C1=CC=NC=C1)N